3-(3-Bromo-7-chloro-1-methyl-1H-pyrazolo[4,3-b]pyridin-5-yl)-8-oxa-3-azabicyclo[3.2.1]Octane BrC1=NN(C=2C1=NC(=CC2Cl)N2CC1CCC(C2)O1)C